[Si](C)(C)(C(C)(C)C)OCCC(C)(C)C1=C(C=CC=C1OP(=O)(OC(C)C)OC(C)C)CC(=O)OC(C)(C)C tert-butyl 2-(2-(4-((tert-butyldimethylsilyl)oxy)-2-methylbutan-2-yl)-3-((diisopropoxyphosphoryl)oxy)phenyl)acetate